1-(4-(6-(((1R,3s,5S)-1,5-dimethyl-8-azabicyclo[3.2.1]octan-3-yl)(methyl)amino)pyridazin-3-yl)-3-hydroxyphenyl)-1H-pyrrole C[C@]12CC(C[C@](CC1)(N2)C)N(C2=CC=C(N=N2)C2=C(C=C(C=C2)N2C=CC=C2)O)C